methyl (2S,4S)-4-((methylsulfonyl)oxy)-1-tritylpyrrolidine-2-carboxylate CS(=O)(=O)O[C@H]1C[C@H](N(C1)C(C1=CC=CC=C1)(C1=CC=CC=C1)C1=CC=CC=C1)C(=O)OC